3-(4-(difluoromethyl)-1-oxo-6-(((5-(spiro[3.3]heptan-2-yl)-1,3,4-oxadiazol-2-yl)amino)methyl)isoindolin-2-yl)piperidine-2,6-dione FC(C1=C2CN(C(C2=CC(=C1)CNC=1OC(=NN1)C1CC2(C1)CCC2)=O)C2C(NC(CC2)=O)=O)F